N-(4-((4,5-difluoro-2-(N-methylmethanesulfonamido)phenyl)amino)-2-methyl-3-oxo-2,3-dihydro-1H-pyrazolo[3,4-b]pyridin-6-yl)cyclopropanecarboxamide FC1=CC(=C(C=C1F)NC1=C2C(=NC(=C1)NC(=O)C1CC1)NN(C2=O)C)N(S(=O)(=O)C)C